S1C(=CC=C1)C1=NC=CC(=C1)B(O)O 2-(THIOPHEN-2-YL)PYRIDINE-4-BORONIC ACID